CC1=CC=CC=2N(C(=NC21)C)C trimethyl-1H-benzo[d]imidazole